N-(2-bromophenyl)-4-(2-chloro-4-fluorophenyl)-1,3-dimethyl-1H-pyrazole-5-amine BrC1=C(C=CC=C1)NC1=C(C(=NN1C)C)C1=C(C=C(C=C1)F)Cl